3,4-Dibromomethyl-benzoate BrCC=1C=C(C(=O)[O-])C=CC1CBr